2-((dimethylamino)methylene)-5-(2-(4-methylbenzyl)phenyl)cyclohexane-1,3-dione CN(C)C=C1C(CC(CC1=O)C1=C(C=CC=C1)CC1=CC=C(C=C1)C)=O